7-chloro-3-(2,4-dimethyl-6-propanoylpyridin-3-yl)-1-methyl-1,6-naphthyridin-2-one ClC1=NC=C2C=C(C(N(C2=C1)C)=O)C=1C(=NC(=CC1C)C(CC)=O)C